N,N-diethyl-β-methoxypropionamide C(C)N(C(CCOC)=O)CC